FC1=C(N=C(C2=C1N=C(N=C2N2C[C@@H](CCC2)O)S(=O)(=O)C)OC)C2=CC(=CC1=CC=C(C(=C21)C#C[Si](C(C)C)(C(C)C)C(C)C)F)OCOC (R)-1-(8-fluoro-7-(7-fluoro-3-(methoxy-methoxy)-8-((triisopropylsilyl)ethynyl)naphthalene-1-yl)-5-methoxy-2-(methylsulfonyl)pyrido[4,3-d]pyrimidin-4-yl)piperidin-3-ol